O=C1NC(CCC1N1C(C2=CC=CC(=C2C1=O)NC=1C(=CC2=C(N(C=N2)C)C1)C1=CC(=C(C=C1)OC)F)=O)=O 2-(2,6-Dioxopiperidin-3-yl)-4-((5-(3-fluoro-4-methoxyphenyl)-1-methyl-1H-benzo[d]imidazol-6-yl)amino)isoindoline-1,3-dione